C(#N)N(S(=O)(=O)C1(CC1)COC=1N=NC=C2C1N(C(C(=C2)C(=O)NCC2=CC=C(C=C2)C#N)=O)C)C 8-((1-(N-cyano-N-methylsulfamoyl)cyclopropyl)methoxy)-N-(4-cyanobenzyl)-1-methyl-2-oxo-1,2-dihydropyrido[2,3-d]pyridazine-3-carboxamide